ClC=1C=CC(=C(C1)[C@H](CCN([C@@H](C(=O)O)C1=C(C(=CC=C1)C)C1CCC(CC1)OC1(CC1)C)C)CCN1CC(CC1)(C)C)C (R)-2-(((S)-3-(5-chloro-2-methylphenyl)-5-(3,3-dimethylpyrrolidin-1-yl)pentyl)(methyl)amino)-2-(3-methyl-2-((1r,4R)-4-(1-methylcyclopropoxy)cyclohexyl)phenyl)acetic acid